N,N-dimethyl-N-(p-methoxybenzyl)anilinium hexafluoroantimonate F[Sb-](F)(F)(F)(F)F.C[N+](C1=CC=CC=C1)(CC1=CC=C(C=C1)OC)C